((trans)-4-(5-(6-chloro-4-(isopropylamino)pyridin-3-yl)-1,3,4-thiadiazol-2-yl)cyclohexyl)carbamic acid tert-butyl ester C(C)(C)(C)OC(N[C@@H]1CC[C@H](CC1)C=1SC(=NN1)C=1C=NC(=CC1NC(C)C)Cl)=O